(2S,4R)-1-(2-methylbenzofuro[3,2-d]pyrimidin-4-yl)-4-(2-oxo-2-(o-tolylamino)ethyl)pyrrolidine-2-carboxylic acid CC=1N=C(C2=C(N1)C1=C(O2)C=CC=C1)N1[C@@H](C[C@@H](C1)CC(NC1=C(C=CC=C1)C)=O)C(=O)O